N-(5,6-dimethoxybenzothiazol-2-yl)-2-{3-[(4-fluorophenyl)sulfonyl]phenyl}acetamide COC=1C(=CC2=C(N=C(S2)NC(CC2=CC(=CC=C2)S(=O)(=O)C2=CC=C(C=C2)F)=O)C1)OC